BrC1=C(C(=C(C=C1)NC=1C=NN2C1C(NCC2(C)C)=O)OC)Cl 3-[(4-bromo-3-chloro-2-methoxyphenyl)amino]-7,7-dimethyl-5H,6H-pyrazolo[1,5-a]pyrazin-4-one